C(C)OC=1OC(C2=C(N1)C(=CC=C2)C)=O 2-ethoxy-8-methyl-4H-benzo[d][1,3]oxazine-4-one